C[C@@H]1COC[C@H](N1C[C@@H]1N(C[C@H](NC1)C)CC(=O)N1C2=C(OC[C@@H]1C)N=C(C(=C2)CC2=CC=C(C=C2)F)C(=O)NCC)C (S)-1-(2-((2R,5R)-2-(((3R,5R)-3,5-dimethylmorpholino)methyl)-5-methylpiperazin-1-yl)acetyl)-N-ethyl-7-(4-fluorobenzyl)-2-methyl-2,3-dihydro-1H-pyrido[2,3-b][1,4]oxazine-6-carboxamide